CN(C=1C=CC(=C(C1)N1/C(/SCC1=O)=N/C(=O)NC1=C(C=C(C=C1)C1=NN(C=N1)C1=CC=C(C=C1)S(=O)(=O)C(F)(F)F)C)C(C)C)C (Z)-1-(3-(5-(dimethylamino)-2-isopropylphenyl)-4-oxothiazolidin-2-ylidene)-3-(2-methyl-4-(1-(4-((trifluoromethyl)sulfonyl)phenyl)-1H-1,2,4-triazol-3-yl)phenyl)urea